N,N,N',N'-tetramethyl-1,4-butylenediamine CN(CCCCN(C)C)C